(1-Methyl-2-piperazinyl)methanol CN1C(CNCC1)CO